C(C)(C)(C)OC(=O)N1CCC(=CC1)CCl 4-(chloromethyl)-3,6-dihydro-2H-pyridine-1-carboxylic acid tert-butyl ester